tert-butyl (R)-(piperazin-2-ylmethyl)carbamate N1[C@H](CNCC1)CNC(OC(C)(C)C)=O